C([C@H]([C@H]([C@@H]([C@H](C=S)O)O)O)O)O 1-thiohexose